N-(2,6-difluoro-3-(5-(2-morpholinopyrimidin-5-yl)-1H-pyrrolo[2,3-b]pyridine-3-carbonyl)phenyl)propane-1-sulfonamide FC1=C(C(=CC=C1C(=O)C1=CNC2=NC=C(C=C21)C=2C=NC(=NC2)N2CCOCC2)F)NS(=O)(=O)CCC